Phenyl ether acrylate C(C=C)(=O)O.C1(=CC=CC=C1)OC1=CC=CC=C1